2-(1-cyano-2-ethyl-3-phenyl-cyclopropyl)pyridine-3-carbonitrile C(#N)C1(C(C1C1=CC=CC=C1)CC)C1=NC=CC=C1C#N